Cl.C(CCCCC)#N capronitrile hydrochloride